COC(=O)C=1N=CN2C1C(=CC=C2)CC2=CC=C(C=C2)C(F)(F)F.BrC2=CC(=C1C(=C(C=NC1=C2)S(=O)(=O)NC2COCC2)Cl)F 7-Bromo-4-chloro-5-fluoro-N-(tetrahydrofuran-3-yl)quinoline-3-sulfonamide methyl-8-[[4-(trifluoromethyl)phenyl]methyl]imidazo[1,5-a]pyridine-1-carboxylate